S(=O)(=O)(O)C1=CC=C(C)C=C1.NCCCOC1=NC=CC(=C1C1=CC(=NN1)NC=1N=CC(=NC1)C#N)OC 5-({5-[2-(3-Aminopropoxy)-4-methoxypyridin-3-yl]-1H-pyrazole-3-yl}amino)pyrazine-2-carbonitrile tosylate